(4,4-difluoropiperidin-1-yl)(4-(7-(4-fluorophenyl)-2-(hydroxymethyl)pyrazolo[1,5-a]pyrimidin-5-yl)phenyl)methanone FC1(CCN(CC1)C(=O)C1=CC=C(C=C1)C1=NC=2N(C(=C1)C1=CC=C(C=C1)F)N=C(C2)CO)F